(Z)-Methyl 2-(6-((2,4-dimethoxybenzyl)amino)-5-methoxypyrimidin-4-yl)-3-(dimethylamino)acrylate COC1=C(CNC2=C(C(=NC=N2)/C(/C(=O)OC)=C/N(C)C)OC)C=CC(=C1)OC